C(C)[Si](OCCCC)(CC)CC triethyl-monon-butoxysilane